4-chloro-5-(oxetan-3-yl)-1H-pyrrolo[2,3-b]pyridine ClC1=C2C(=NC=C1C1COC1)NC=C2